5-(5-ethyl-2,4-dihydroxyphenyl)-4H-1,2,4-triazole-3-carboxamide hydrochloride Cl.C(C)C=1C(=CC(=C(C1)C=1NC(=NN1)C(=O)N)O)O